C(C)(C)(C)OC(=O)N1CCC(=CC1)C=1N=CN(C1)C 4-(1-methyl-1H-imidazol-4-yl)-3,6-dihydropyridine-1(2H)-carboxylic acid tert-butyl ester